(9H-Fluoren-9-yl)methyl (1-azido-23,23,25,25-tetramethyl-19-oxo-3,6,9,12,15,24-hexaoxa-18-aza-23,25-disilaoctacosan-28-yl)carbamate N(=[N+]=[N-])CCOCCOCCOCCOCCOCCNC(CCC[Si](O[Si](CCCNC(OCC1C2=CC=CC=C2C=2C=CC=CC12)=O)(C)C)(C)C)=O